ClC1=CC(=C(C=C1)/C(=C(/C=1C=C2C=NNC2=CC1)\C1=CC=C(OCCCCCCO)C=C1)/CC)F (E)-6-(4-(2-(4-chloro-2-fluorophenyl)-1-(1H-indazol-5-yl)but-1-enyl)phenoxy)hexan-1-ol